Ethyl 4-(2-((5-amino-1,3,4-thiadiazol-2-yl)thio)acetamido)-2-hydroxybenzoate NC1=NN=C(S1)SCC(=O)NC1=CC(=C(C(=O)OCC)C=C1)O